2-ethyl-1,6-dioxaspiro[4.4]non-ane C(C)C1OC2(CC1)OCCC2